tert-butyl (S)-2-[2-(1,5-dimethyl-1H-pyrazole-3-carbonyl)-6-(3-methyl-1H-pyrrolo[2,3-b]pyridin-5-yl)-1,2,3,4-tetrahydroisoquinolin-8-yl]pyrrolidine-1-carboxylate CN1N=C(C=C1C)C(=O)N1CC2=C(C=C(C=C2CC1)C=1C=C2C(=NC1)NC=C2C)[C@H]2N(CCC2)C(=O)OC(C)(C)C